4-oxo-6-phenyl-5-hexenoic acid O=C(CCC(=O)O)C=CC1=CC=CC=C1